ClC=1C(=C(C=2CCCCCC2C1)C(=O)OC)C methyl 10-chloro-9-methylbicyclo[5.4.0]undeca-1(7),8,10-triene-8-carboxylate